[(7R)-2-(2-methylthiazol-5-yl)-4-[[(3R)-2,3,4,9-tetrahydro-1H-carbazol-3-yl]amino]-7,8-dihydro-6H-pyrimido[5,4-b][1,4]oxazin-7-yl]methanol CC=1SC(=CN1)C=1N=C(C=2OC[C@H](NC2N1)CO)N[C@@H]1CCC=2NC3=CC=CC=C3C2C1